FC1=C(C=CC=C1)CC(=O)NC1=CC(=CC=C1)SC1=CC=C2C(=NNC2=C1)C1=CC=CC=C1 2-(2-fluorophenyl)-N-(3-((3-phenyl-1H-indazol-6-yl)thio)phenyl)acetamide